NCC1=CC=C(C=C1)C1=CC(=CC=C1OC)S(=O)(=O)N1CCC2(C[C@H](CO2)NC[C@@H](COC2=CC(=CC=C2)S(=O)(=O)C2(CC2)CO)O)CC1 (S)-1-((R)-8-(4'-(aminomethyl)-6-methoxybiphenyl-3-ylsulfonyl)-1-oxa-8-azaspiro[4.5]decan-3-ylamino)-3-(3-(1-(hydroxymethyl)cyclopropylsulfonyl)phenoxy)propan-2-ol